NC1=C2N=CN(C2=NC=N1)CCO 2-(6-amino-9H-purin-9-yl)ethan-1-ol